FC(S(=O)(=O)[O-])(F)F.O=C1C(CCCC1)[SH+]C1C2CCC(C1)C2 2-oxocyclohexyl-(2-norbornyl)sulfonium trifluoromethanesulfonate